tert-Butyl methyl(5-(trifluoromethyl)-2-((3-(1,3,3-trimethyl-2-oxo-2,3-dihydro-1H-pyrrolo[2,3-c]pyridin-5-yl)-1,2,4-thiadiazol-5-yl)amino)pyridin-3-yl)carbamate CN(C(OC(C)(C)C)=O)C=1C(=NC=C(C1)C(F)(F)F)NC1=NC(=NS1)C=1C=C2C(=CN1)N(C(C2(C)C)=O)C